FC(C=1C=CC(=NC1)C=O)(F)F 5-(Trifluoromethyl)picolinealdehyde